cyclopropyl-6-vinyl-benzimidazole C1(CC1)C=1NC2=C(N1)C=C(C=C2)C=C